(5-(1-(4-isobutylphenyl)ethyl)-1,2,4-oxadiazol-3-yl)-2-methylaniline C(C(C)C)C1=CC=C(C=C1)C(C)C1=NC(=NO1)NC1=C(C=CC=C1)C